COC=1C=C(C=CC1OC)C(=O)C1=CC(=CC=C1)N1CC(CC1)O (3,4-dimethoxyphenyl)(3-(3-hydroxypyrrolidin-1-yl)phenyl)methanone